hydroxy(1,3,4-trimethyl-5-oxo-4,5-dihydro-1H-pyrazol-4-yl)carbamic acid tert-butyl ester C(C)(C)(C)OC(N(C1(C(=NN(C1=O)C)C)C)O)=O